COC(=O)C=1SC2=C(N1)C(=CN2C(=O)OC(C)(C)C)C(=C)C 6-(prop-1-en-2-yl)-4H-pyrrolo[3,2-d]Thiazole-2,4-dicarboxylic acid 4-(tert-butyl) 2-methyl ester